N1CCC(C=C1)C(=O)[O-] 1,2,3,4-tetrahydropyridine-4-formate